C(CCC(=O)[O-])(=O)[O-].C(=CCCCCCCCCCC)[NH3+].C(=CCCCCCCCCCC)[NH3+] dodecenyl-ammonium succinate